1-(4-((2-Oxopyridin-1(2H)-yl)methyl)benzyl)pyrrolidine-3-carboxylic acid O=C1N(C=CC=C1)CC1=CC=C(CN2CC(CC2)C(=O)O)C=C1